3-(4-(tert-butoxy)-3-iodophenyl)propanoic acid C(C)(C)(C)OC1=C(C=C(C=C1)CCC(=O)O)I